BrC=1C=CC(=NC1)CNCCNC(OC(C)(C)C)=O tert-butyl (2-(((5-bromopyridin-2-yl)methyl)amino)ethyl)carbamate